ClC1=C(C=C2C=C(C(NC2=C1)=O)C=1C=C(C=CC1)CC(=O)O)C1=CC2=C(S1)C(=CC=C2)OC 2-(3-(7-chloro-6-(7-methoxybenzo[b]thiophen-2-yl)-2-oxo-1,2-dihydroquinolin-3-yl)phenyl)acetic acid